C(C)(C)N(P(OCCC#N)O[C@H]1[C@H]([C@@H](C[C@@H]1CCP(=O)(OCC)OCC)N1C(NC(C=C1)=O)=O)OC)C(C)C 2-Cyanoethyl ((1R,2S,3R,5R)-5-(2-(diethoxyphosphoryl)ethyl)-3-(2,4-dioxo-3,4-dihydropyrimidin-1(2H)-yl)-2-methoxycyclopentyl) diisopropylphosphoramidite